C(C)(C)(C)OC(=O)N(CC(=O)N([C@@H](C(C)C)C(=O)O)C)C N-(N-(tert-butoxycarbonyl)-N-methylglycyl)-N-methyl-L-valine